2-[(2-methoxyethyl)methylamino]-ethanol COCCN(CCO)C